O-acetyldimethyl-4-hydroxytryptamine C(C)(=O)OC=1C=CC=C2NC=C(CCN(C)C)C12